antimony trichloride [Sb](Cl)(Cl)Cl